Pyridin-2-ylmethyl-(2-{2-chloro-4-fluoro-5-[3-methyl-2,6-dioxo-4-(trifluoromethyl)-3,6-dihydropyrimidine-1(2H)-yl]phenoxy}phenoxy)acetate N1=C(C=CC=C1)COC(COC1=C(C=CC=C1)OC1=C(C=C(C(=C1)N1C(N(C(=CC1=O)C(F)(F)F)C)=O)F)Cl)=O